COC(C1=CN=C(C=C1)N1CC(CC1)(C)C(=O)OCC1=CC=CC=C1)=O 6-(3-((benzyloxy)carbonyl)-3-methylpyrrolidin-1-yl)nicotinic acid methyl ester